tert-butyl-(3,4-dibromocyclopentyloxy)diphenylsilane C(C)(C)(C)[Si](C1=CC=CC=C1)(C1=CC=CC=C1)OC1CC(C(C1)Br)Br